CC(=CCN1C=C(C2=CC(=CC=C12)[N+](=O)[O-])C#N)C 1-(3-methylbut-2-en-1-yl)-5-nitro-1H-indole-3-carbonitrile